CC1=C(C=NC=C1)CCCNC1CCNCC1 N-(3-(4-methylpyridin-3-yl)propyl)piperidin-4-amine